5-[7-(1,1-dioxo-1λ6-thian-4-yl)-1-fluoro-3-hydroxynaphthalen-2-yl]-1λ6,2,5-thiadiazolidine-1,1,3-trione O=S1(CCC(CC1)C1=CC=C2C=C(C(=C(C2=C1)F)N1CC(NS1(=O)=O)=O)O)=O